COC1=C(C=CC(=C1)OC)CNC1=CN=NC2=CC(=CC=C12)C1=C(OCCOCCOCCOCCOCCOCCNC([O-])=O)C=CC(=C1)B1OC(C(O1)(C)C)(C)C N-[2-[2-[2-[2-[2-[2-[2-[4-[(2,4-dimethoxyphenyl)methylamino]cinnolin-7-yl]-4-(4,4,5,5-tetramethyl-1,3,2-dioxaborolan-2-yl)phenoxy]ethoxy]ethoxy]ethoxy]ethoxy]ethoxy]ethyl]carbamate